trans-4-[2-[(3,3-difluoropropyl)amino]-5-[4-[(piperazin-1-yl)methyl]phenyl]-7H-pyrrolo[2,3-d]pyrimidin-7-yl]cyclohexan-1-ol hydrochloride Cl.FC(CCNC=1N=CC2=C(N1)N(C=C2C2=CC=C(C=C2)CN2CCNCC2)[C@@H]2CC[C@H](CC2)O)F